5-(bromomethyl)-7-nitro-2-(trifluoromethyl)-9H-indeno[2,1-d]pyrimidin-9-one BrCC1=CC(=CC=2C(C=3N=C(N=CC3C12)C(F)(F)F)=O)[N+](=O)[O-]